1-methyl-5-(tetrahydro-2H-pyran-4-carboxamido)-1H-pyrazol CN1N=CC=C1NC(=O)C1CCOCC1